C(C)(C)(C)OC(=O)N(CCC1=NC(=CC=C1[N+](=O)[O-])OC)CC1=C(C=CC=C1C(F)F)NC1=C(C(=O)O)C=C(C(=C1)F)F 2-((2-(((tert-butoxycarbonyl)(2-(6-methoxy-3-nitropyridin-2-yl)ethyl)amino)-methyl)-3-(difluoromethyl)phenyl)amino)-4,5-difluorobenzoic acid